6-(4-chloro-3-fluoro-phenyl)-5-[5-[(3S)-pyrrolidin-3-yl]oxypyrimidin-2-yl]-8,9-dihydro-7H-benzo[7]annulen-2-ol ClC1=C(C=C(C=C1)C1=C(C2=C(CCC1)C=C(C=C2)O)C2=NC=C(C=N2)O[C@@H]2CNCC2)F